C(C)(=O)O[C@H]1[C@H](OC(C2=CC=CC=C2)=O)[C@H](OC(C2=CC=CC=C2)=O)[C@H](O1)COC(C1=CC=CC=C1)=O 1-O-acetyl-2,3,5-tri-O-benzoyl-β-D-ribose